C1(=CC=C(C=C1)CC1=CC(=C(C(=C1)C)O)C)CC1=CC(=C(C(=C1)C)O)C 4,4'-[1,4-phenylenebismethylene]bis-[2,6-dimethylphenol]